C(C1=CC=CC=C1)O[C@@H]1[C@@H]([C@@H]([C@H](C1)C=C)O)O[Si](C1=CC=CC=C1)(C1=CC=CC=C1)C(C)(C)C (1r,2r,3s,5r)-3-(benzyloxy)-2-[(tert-butyldiphenylsilyl)oxy]-5-vinylcyclopentan-1-ol